ClC1=C(C(=O)O)C(=CC=C1C=O)F 2-CHLORO-6-FLUORO-3-FORMYL-BENZOIC ACID